[Na].C(C)(C)(C)OC(=O)NC=1C(=C(C(=NC1)C)Cl)S ((tert-butoxycarbonyl)amino)-3-chloro-2-methylpyridine-4-thiol sodium